ClC1=C(C=CC(=C1)[N+](=O)[O-])NC(=O)C1=C(C=CC2=CC=CC=C12)O N-(2-chloro-4-nitrophenyl)-2-hydroxy-1-naphthamide